OC1(C(C(CCC1)(NC)C=1C=C(C#N)C=CC1)=O)C 3-(3-hydroxy-3-methyl-1-methylamino-2-oxocyclohexyl)benzonitrile